N=1C=CN2C1C=C(C=C2)C2CCC=1C(=CC=CC21)N (imidazo[1,2-a]pyridin-7-yl)-2,3-dihydro-1H-inden-4-amine